FC1=C(C=CC(=C1)OC(F)(F)F)[C@@H]1[C@H](C1)B1OC(C(O1)(C)C)(C)C 2-((1S,2S)-2-(2-fluoro-4-(trifluoromethoxy)phenyl)cyclopropyl)-4,4,5,5-tetramethyl-1,3,2-dioxaborolane